NCC12C=CC(CC1)C2 Aminomethyl-norbornene